COC1=NC(=NC=C1)OC dimethoxypyrimidine